FC1=CN=CC=2NC(C(NC21)=O)(C)C 8-fluoro-3,3-dimethyl-3,4-dihydro-1H-pyrido[3,4-b]pyrazin-2-one